((1r,4r)-4-((4-(6-((6-acetyl-8-cyclopentyl-5-methyl-7-oxo-7,8-dihydropyrido[2,3-d]pyrimidin-2-yl)amino)pyridin-3-yl)piperidin-1-yl)methyl)cyclohexyl)methyl methanesulfonate CS(=O)(=O)OCC1CCC(CC1)CN1CCC(CC1)C=1C=NC(=CC1)NC=1N=CC2=C(N1)N(C(C(=C2C)C(C)=O)=O)C2CCCC2